N-(6-((1H-pyrazol-1-yl)methyl)-4-isopropoxybenzo[d]isoxazol-3-yl)-5-(tert-butyl)-2-cyclobutoxybenzenesulfonamide N1(N=CC=C1)CC1=CC2=C(C(=NO2)NS(=O)(=O)C2=C(C=CC(=C2)C(C)(C)C)OC2CCC2)C(=C1)OC(C)C